1-(4-((4-((5-(furan-2-yl)-2-((1-methylazetidin-3-yl)oxy)phenyl)amino)-7-methoxyquinazoline-6-yl)oxy)piperidin-1-yl)prop-2-en-1-one O1C(=CC=C1)C=1C=CC(=C(C1)NC1=NC=NC2=CC(=C(C=C12)OC1CCN(CC1)C(C=C)=O)OC)OC1CN(C1)C